O=C1NC(CCC1N1C(C2=CC=CC(=C2C1=O)NCCCCCNC(OC(C)(C)C)=O)=O)=O tert-butyl (5-((2-(2,6-dioxopiperidin-3-yl)-1,3-dioxoisoindolin-4-yl)amino)pentyl)carbamate